S(CCC(=O)OCC(CS)S)CCC(=O)OCC(CS)S bis(2,3-dimercaptopropyl) thionodipropionate